C(C)NC(=O)N1[C@H]([C@H](CCC1)NS(=O)(=O)C)CC1=CC(=CC=C1)CC1=C(C=CC=C1)C cis-N-ethyl-2-(3-(2-methylbenzyl)benzyl)-3-((methylsulfonyl)amino)piperidine-1-carboxamide